C1(CCC1)[C@@H](CC)N (R)-1-cyclobutylpropan-1-amine